(6-chloro-5-(4-methoxyindol-1-yl)-1,2,4-triazin-3-yl)-6-methoxy-2-methyl-1,2,3,4-tetrahydroisoquinolin-7-amine ClC1=C(N=C(N=N1)C1N(CCC2=CC(=C(C=C12)N)OC)C)N1C=CC2=C(C=CC=C12)OC